[S].[V].[Cu] copper vanadium sulfur